1-phenylpiperazin-2-one C1(=CC=CC=C1)N1C(CNCC1)=O